5-[(4-methoxybenzyl)(4-dimethylaminobenzyl)aminocarbonyloxyethoxyethoxy]dimethylaminobenzene COC1=CC=C(CC(COC=2C=CC=C(C2)N(C)C)OCCOC(=O)NCC2=CC=C(C=C2)N(C)C)C=C1